ClC=1C=C(C=CC1OCC1=NC=CC(=C1)C1CC1)NC=1C2=C(N=CN1)NC=C2C2CCN(CC2)C(C=C)=O 1-(4-(4-((3-chloro-4-((4-cyclopropylpyridin-2-yl)methoxy)phenyl)amino)-7H-pyrrolo[2,3-d]pyrimidin-5-yl)piperidin-1-yl)prop-2-en-1-one